[Na+].ICCCS(=O)(=O)[O-] 3-iodopropane-1-sulfonic acid sodium salt